3-mercapto-1,2,4-triazolyl formate C(=O)OC1=NC(=NN1)S